C(C)N(C(C1=C(C=CC(=C1)F)OC1=C(N=CN=N1)N1CC2(CN(C2)[C@H](CCN(C)CCCO)C(C)C)CC1)=O)C(C)C (R)-N-ethyl-5-fluoro-2-((5-(2-(1-((3-hydroxypropyl)(methyl)amino)-4-methylpentan-3-yl)-2,6-diazaspiro[3.4]octan-6-yl)-1,2,4-triazin-6-yl)oxy)-N-isopropylbenzamide